CN1CCN(CC1)CCNC([C@H](NC1=NC=2C(=CC=CC2C=2N1N=C(N2)C=2C=NN(C2)C)C(F)(F)F)C)=O N-[2-(4-methylpiperazin-1-yl)ethyl]-N2-[2-(1-methyl-1H-pyrazol-4-yl)-7-(trifluoromethyl)[1,2,4]triazolo[1,5-c]quinazolin-5-yl]-D-alaninamide